N-(4-chloro-3-(trifluoromethyl)phenyl)-6,7,8,9-tetrahydro-5H-5,8-epiminobenzo[7]annulene-10-carboxamide ClC1=C(C=C(C=C1)NC(=O)N1C2CCC1CC1=C2C=CC=C1)C(F)(F)F